2-allylpent-4-enyl methanesulfonate CS(=O)(=O)OCC(CC=C)CC=C